7-Oxo-7-(trideca-1,12-dien-7-yloxy)heptanoic acid O=C(CCCCCC(=O)O)OC(CCCCC=C)CCCCC=C